ClC=1C(=NC=CC1)OCCNC1=NC=NC(=C1Cl)CC N-(2-((3-chloropyridin-2-yl)oxy)ethyl)-5-chloro-6-ethylpyrimidin-4-amine